Tert-Butyl N-[3-(Methanesulfonyloxy)Propyl]-N-Methylcarbamate CS(=O)(=O)OCCCN(C(OC(C)(C)C)=O)C